OC[C@@H]1CN(CCO1)C(=O)C1=CC=C(C=N1)NC(O[C@@H](COC1=CC2=C(N=C(S2)C2=C3N=CC(=NC3=CC(=C2)C)OC)C=C1F)C)=O (R)-1-((5-fluoro-2-(2-methoxy-7-methylquinoxalin-5-yl)benzo[d]thiazol-6-yl)oxy)propan-2-yl (6-((S)-2-(hydroxymethyl)morpholine-4-carbonyl)pyridin-3-yl)carbamate